(2S,3R)-3-((2-aminopyridin-4-yl)methyl)-N2-(1-methyl-1H-pyrazol-3-yl)-N1-((S)-1-phenyl-2,2,2-trifluoroethyl)-N2-methyl-4-oxoazetidine-1,2-dicarboxamide NC1=NC=CC(=C1)C[C@@H]1[C@H](N(C1=O)C(=O)N[C@H](C(F)(F)F)C1=CC=CC=C1)C(=O)N(C)C1=NN(C=C1)C